nitrochromene C1=CC=C2C(=C1)C=CC(O2)[N+](=O)[O-]